C(C)N1CCN(CC1)CC=1C=CC(=NC1)NC1=NC=C(C(=N1)C=1C=C2N=CC=NC2=CC1)F N-(5-((4-ethylpiperazin-1-yl)methyl)pyridin-2-yl)-5-fluoro-4-(quinoxalin-6-yl)pyrimidin-2-amine